(S)-N-(5-(2,4-difluorophenoxy)pyrazin-2-yl)-2-(4-((R)-2-(hydroxymethyl)-5,6,7,8-tetrahydro-[1,2,4]triazolo[1,5-a]pyridine-7-carbonyl)-3,3-dimethylpiperazin-1-yl)propanamide FC1=C(OC=2N=CC(=NC2)NC([C@H](C)N2CC(N(CC2)C(=O)[C@H]2CC=3N(CC2)N=C(N3)CO)(C)C)=O)C=CC(=C1)F